1,3-dioctylcyclobutan C(CCCCCCC)C1CC(C1)CCCCCCCC